OC1=CC=C(OCC2C3C=CC(C2)C3=O)C=C1 5-(4-hydroxyphenoxymethyl)-7-oxo-bicyclo[2.2.1]Hept-2-ene